N(=O)[O-].[Zn+2].N(=O)[O-] zinc(II) nitrite